2-(5-fluoro-4-hydroxy-1H-indol-3-yl)-2-oxoacetamide FC=1C(=C2C(=CNC2=CC1)C(C(=O)N)=O)O